FC1=C(C=CC(=N1)C(=O)NC([2H])([2H])[2H])N1CCN(CC1)CC=1C=C2NC(C(=NC2=CC1)CCF)=O 6-fluoro-5-(4-((2-(2-fluoroethyl)-3-oxo-4H-quinoxalin-6-yl)methyl)piperazin-1-yl)-N-(methyl-d3)pyridine-2-carboxamide